O[C@H]1C[C@@H](CC1)NC(=O)C=1SC=CN1 N-((1R,3R)-3-hydroxycyclopentyl)thiazole-2-carboxamide